CCCCC/C=C\\CC1C(O1)CCCCCCCC(=O)O The molecule is an EpOME obtained by formal epoxidation of the 9,10-double bond of octadeca-9,12-dienoic acid (the 12Z-geoisomer). It is a conjugate acid of a 9(10)-EpOME(1-).